OC=1C(NC=NC1CN1C(N(C(C1)C1=CC=C(C=C1)C#CC1=CC=C(C=C1)CN1CCOCC1)C)=O)=O 5-hydroxy-6-((3-methyl-4-(4-((4-(morpholinomethyl)phenyl)ethynyl)phenyl)-2-Oxoimidazolin-1-yl)methyl)pyrimidin-4(3H)-one